C1(CC1)C(=O)NC1=NC=C(C(=O)O)C(=C1)NC1=CC=C2C=CN(C2=C1OC)CC(C)(F)F 6-(Cyclopropanecarboxamido)-4-((1-(2,2-difluoropropyl)-7-methoxy-1H-indol-6-yl)amino)nicotinic acid